7-(5-ethynyl-6-fluoroisoquinolin-4-yl)-8-fluoro-N-methyl-2-(8-methyl-3,8-diazabicyclo[3.2.1]octan-3-yl)-N-(((R)-pyrrolidin-2-yl)methyl)pyrido[4,3-d]pyrimidin-4-amine C(#C)C1=C2C(=CN=CC2=CC=C1F)C1=C(C=2N=C(N=C(C2C=N1)N(C[C@@H]1NCCC1)C)N1CC2CCC(C1)N2C)F